(3,3-difluorocyclobutoxy)-N-((4,6-dimethyl-2-oxo-1,2-dihydropyridin-3-yl)methyl)-3-(ethyl-(tetrahydro-2H-pyran-4-yl)amino)-2-methylbenzamide FC1(CC(C1)OC1=C(C(=C(C(=O)NCC=2C(NC(=CC2C)C)=O)C=C1)C)N(C1CCOCC1)CC)F